CC(/C=C/C1=C(C=C(C=C1)OCC(=O)O)OCC(=O)O)CCC=C(C)C (E)-2,2'-(4-(3,7-dimethyloct-1,6-dienyl)-1,3-phenylene)bis(oxy)diacetic acid